COC1=C(C=C(C=C1)CC1=CC=C(C=C1)C(F)(F)F)[N+](=O)[O-] methoxy-2-nitro-4-(4-(trifluoromethyl)benzyl)benzene